Methyl 4-bromo-5-methyl-3-{[(methylamino)carbonyl]amino}thiophene-2-carboxylate BrC=1C(=C(SC1C)C(=O)OC)NC(=O)NC